(S)-2-(4-fluorophenyl)-N-(4-methyl-3-(4-methyloxazol-2-yl)phenyl)propanamide FC1=CC=C(C=C1)[C@@H](C(=O)NC1=CC(=C(C=C1)C)C=1OC=C(N1)C)C